[N+](=O)([O-])[O-].C[N+](CCCCCCCCCCCCCCCC)(CCCCCCCCCCCCCCCC)C dimethyl-di(hexadecyl)ammonium nitrate